(R)-3-((3-(4-Amino-2-(fluoromethyl)pyrido[3,2-d]pyrimidin-6-yl)phenyl)ethynyl)-3-hydroxy-1-(methyl-d3)pyrrolidin-2-one NC=1C2=C(N=C(N1)CF)C=CC(=N2)C=2C=C(C=CC2)C#C[C@]2(C(N(CC2)C([2H])([2H])[2H])=O)O